2-(5-chloro-1H-indol-1-yl)ethanamine ClC=1C=C2C=CN(C2=CC1)CCN